methyl 4-(2-{[5-(2-aminoacetyl)-2,5-diazabicyclo[2.2.1]heptan-2-yl]meth-yl}phenoxy methyl)benzoate dihydrochloride Cl.Cl.NCC(=O)N1C2CN(C(C1)C2)CC2=C(OCC1=CC=C(C(=O)OC)C=C1)C=CC=C2